4-{4-[1,1-bis(4-hydroxyphenyl)ethyl]-α,α-dimethylbenzyl}phenol OC1=CC=C(C=C1)C(C)(C1=CC=C(C=C1)O)C1=CC=C(C(C)(C)C2=CC=C(C=C2)O)C=C1